C(C)(C)(C)OC(=O)NC[C@H]1OC2=C(OC1)C=C(C=C2[C@@H](C)NC2=NC=1N(C=C2)N=CC1C(=O)OCC)F ethyl 5-(((1R)-1-((3R)-3-(((tert-butoxycarbonyl)amino)methyl)-7-fluoro-2,3-dihydrobenzo[b][1,4]dioxin-5-yl)ethyl)amino)pyrazolo[1,5-a]pyrimidine-3-carboxylate